5-(1-(2,4-dichlorophenyl)ethyl)-6-fluoro-3-(3-(1-(2-hydroxyethyl)piperidin-3-yl)azetidin-1-yl)-5H-pyrrolo[2,3-b]pyrazine-7-carbonitrile ClC1=C(C=CC(=C1)Cl)C(C)N1C(=C(C=2C1=NC(=CN2)N2CC(C2)C2CN(CCC2)CCO)C#N)F